C(N)(OC(CC1CC(C1)OC1=CC=C(C=C1)C(C)(C)C1=CC=C(C=C1)OC1=NC=CC(=N1)C1=NOC(=N1)C)(C)C)=O ((1r,3r)-3-(4-(2-(4-((4-(5-methyl-1,2,4-oxadiazol-3-yl)pyrimidine-2-yl)oxy)phenyl)propan-2-yl)phenoxy)cyclobutyl)tert-butyl carbamate